C[Si](C)(C)C#CC1=CC=C(OC2CN(C2)C(C)=O)C=C1 1-(3-(4-((trimethylsilyl)ethynyl)phenoxy)azetidin-1-yl)ethan-1-one